2-spiro-9,9'-bifluorenyldiazonium tetrafluoroborate F[B-](F)(F)F.C1=C(C=CC=2C3=CC=CC=C3C3(C4=CC=CC=C4C4=CC=CC=C43)C12)[N+]#N